C(=CCC)C12C=CC(CC1)C2 butenyl-norbornene